(3-(4-((2-(2-Hydroxypropan-2-yl)-1H-imidazol-1-yl)methyl)phenyl)-5-isobutyl-4-methylthiophene-2-yl)sulfonylcarbamic acid methyl ester COC(NS(=O)(=O)C=1SC(=C(C1C1=CC=C(C=C1)CN1C(=NC=C1)C(C)(C)O)C)CC(C)C)=O